OC1=C(C2=CC(=CC=C2C=C1)O)C 2,7-dihydroxy-1-methylnaphthalene